C(C)(C)(C)OC(=O)N1[C@H]2[C@H]([C@@H](C1)C2)NC2=C(C(=NC1=C(C(=C(C=C21)CCC#N)Br)F)SC)I (1R,4R,5S)-5-((7-bromo-6-(2-cyanoethyl)-8-fluoro-3-iodo-2-(methylsulfanyl)quinolin-4-yl)amino)-2-azabicyclo[2.1.1]hexane-2-carboxylic acid tert-butyl ester